7-bromo-5-fluoro-indoline-2,3-dione BrC=1C=C(C=C2C(C(NC12)=O)=O)F